P(=O)(O)(O)OC[C@@H]1[C@H]([C@@H]([C@@H](C(O)O1)O)O)O D-mannopyranose 6-phosphate